NC1=NN(C(=C1)C(F)(F)F)C 3-amino-5-trifluoromethyl-1-methylpyrazole